CNC(=O)C1=CC2=C(N(C(=N2)C(=O)N2CCOCC2)C=2C=C3CCC(NC3=CC2)=O)C=C1 N-methyl-2-(morpholine-4-carbonyl)-1-(2-oxo-1,2,3,4-tetrahydroquinolin-6-yl)-1H-benzo[d]imidazole-5-carboxamide